6-(1'-(cyclopropylmethyl)-[1,4'-bipiperidin]-4-yl)-5-fluoro-1-methyl-2-(4-(methylsulfonyl)phenyl)-1H-benzo[d]imidazole C1(CC1)CN1CCC(CC1)N1CCC(CC1)C=1C(=CC2=C(N(C(=N2)C2=CC=C(C=C2)S(=O)(=O)C)C)C1)F